1'-(6-amino-5-((2-amino-3-chloro-pyridin-4-yl)thio)pyrazin-2-yl)-6-methoxy-3,4-dihydro-1H-spiro[naphthalene-2,4'-piperidin]-1-amine NC1=C(N=CC(=N1)N1CCC2(CC1)C(C1=CC=C(C=C1CC2)OC)N)SC2=C(C(=NC=C2)N)Cl